The molecule is a 2'-deoxyribonucleoside 5'-diphosphate obtained by deprotonation of the diphosphate OH groups of 2'-deoxycytidine 5'-diphosphate (dCDP). It has a role as a human metabolite and a Saccharomyces cerevisiae metabolite. It is a conjugate base of a dCDP. C1[C@@H]([C@H](O[C@H]1N2C=CC(=NC2=O)N)COP(=O)([O-])OP(=O)([O-])[O-])O